ClC1=C(C(=CC(=C1)C=1C2=C(C(N(C1)C)=O)NN=C2)OC)CN2CCC(CC2)C(=O)NC2=C(C=C(C=C2)NC2C(NC(CC2)=O)=O)F 1-[[2-chloro-6-methoxy-4-(6-methyl-7-oxo-1H-pyrazolo[3,4-c]pyridin-4-yl)phenyl]methyl]-N-[4-[(2,6-dioxo-3-piperidyl)amino]-2-fluoro-phenyl]piperidine-4-carboxamide